tert-Butyl 6-ethyl-3,6-diazabicyclo[3.2.0]heptane-3-carboxylate C(C)N1C2CN(CC2C1)C(=O)OC(C)(C)C